tert-butyl 2-aminoacetate NCC(=O)OC(C)(C)C